1-(1-oxo-1-phenylpropan-2-yl)-[2,2'-bipyridin]-1-ium bromide [Br-].O=C(C(C)[N+]1=C(C=CC=C1)C1=NC=CC=C1)C1=CC=CC=C1